FC(C(C(F)(F)F)(OC1=C(C(C(C1(F)F)(F)F)(F)OC(C(F)(F)F)(C(F)(F)F)C(F)(F)F)OC(C(F)(F)F)(C(F)(F)F)C(F)(F)F)C(F)(F)F)(F)F 1,2,3-tris(1,1,1,3,3,3-hexafluoro-2-(trifluoromethyl)prop-2-yloxy)-3,4,4,5,5-pentafluorocyclopentene